C(C)(C)N(CCC1=CNC2=CC(=CC=C12)OC(CCC)=O)C butyric acid 3-(2-(isopropyl (methyl) amino) ethyl)-1H-indol-6-yl ester